Methyl-(R,S)-3-cyclohexene methyl-2-(2-(2-fluorophenyl)-3,4-dihydro-2H-pyrrol-5-yl)hydrazine-1-carboxylate COC(=O)NNC=1CCC(N1)C1=C(C=CC=C1)F.C[C@H]1CC=CCC1